Methyl 5-{4-[(tert-butoxycarbonyl)(ethyl)amino]piperidin-1-yl}cinnoline-8-carboxylate C(C)(C)(C)OC(=O)N(C1CCN(CC1)C1=C2C=CN=NC2=C(C=C1)C(=O)OC)CC